NC=1N=NC(=CC1N1C[C@H](OCC1)C1=C(C=C(C(=O)OC)C=C1)C)Cl |o1:9| Methyl (R*)-4-(4-(3-amino-6-chloropyridazin-4-yl)morpholin-2-yl)-3-methylbenzoate